N5-ethyl-3-(1-(4-methoxyphenyl)ethoxy)-N2-methyl-1H-pyrrole-2,5-dicarboxamide C(C)NC(=O)C1=CC(=C(N1)C(=O)NC)OC(C)C1=CC=C(C=C1)OC